C1(=CC(=CC=C1)C#CC(C(F)(F)F)=O)C 4-(m-tolyl)-1,1,1-trifluoro-3-butyn-2-one